ethyl 6-[4-[3-(cyclopropoxy)-2-pyridyl]piperazin-1-yl]-2-azaspiro[3.4]octane-2-carboxylate C1(CC1)OC=1C(=NC=CC1)N1CCN(CC1)C1CC2(CN(C2)C(=O)OCC)CC1